O=C1NC(CCC1C1=COC2=NC=C(C=C21)C#CCNC(C2=NC=C(C=C2)C=2N=CC1=C(C=CC=C1C2)C2=CC1=C(N(C(N1C)=O)C)C(=C2)C(C)C)=O)=O N-(3-(3-(2,6-dioxo-piperidin-3-yl)furo[2,3-b]pyridin-5-yl)prop-2-yn-1-yl)-5-(8-(7-isopropyl-1,3-dimethyl-2-oxo-2,3-dihydro-1H-benzo[d]imidazol-5-yl)isoquinolin-3-yl)picolinamide